OC1=CN=CC=2N=C(NC(C21)=O)C2=CC=NC=C2 5-hydroxy-2-(pyridin-4-yl)pyrido[3,4-d]pyrimidin-4(3H)-one